C=CCCC=NO 1-penten-5-one oxime